5,7-Dichloro-1-(2''-fluoro-[1,1':2',1''-terphenyl]-2-yl)-9H-carbazole ClC1=C2C=3C=CC=C(C3NC2=CC(=C1)Cl)C1=C(C=CC=C1)C=1C(=CC=CC1)C1=C(C=CC=C1)F